C(#N)C1=CC(=CC(=C1)C)C 1-cyano-3,5-dimethylbenzene